(R)-3-(5-(4-((4-methylpiperidin-4-yl)methyl)piperazin-1-yl)-1-oxoisoindolin-2-yl)piperidine-2,6-dione CC1(CCNCC1)CN1CCN(CC1)C=1C=C2CN(C(C2=CC1)=O)[C@H]1C(NC(CC1)=O)=O